5-nitro-2-benzofuran-1,3-dione [N+](=O)([O-])C1=CC2=C(C(OC2=O)=O)C=C1